1-(4-fluorophenyl)piperidin-4-ol FC1=CC=C(C=C1)N1CCC(CC1)O